FC(C1=CC(=CN=N1)NC(=O)N1CC(C=2C=3N(N=CC21)C=C(N3)C)(C(F)(F)F)C)F N-(6-(difluoromethyl)pyridazin-4-yl)-2,9-dimethyl-9-(trifluoromethyl)-8,9-dihydro-7H-imidazo[1,2-B]pyrrolo[3,2-d]pyridazin-7-carboxamide